BrC=1C=CC(=C(C1)C=1C2(CCC(C2CC1CCCCCC)O)C(=C)C1=CC=CC=C1)C (Exo)-4-(5-bromo-2-methylphenyl)-5-hexyl-3a-(1-phenylvinyl)-1,2,3,3a,6,6a-hexahydropentalen-1-ol